FC(C(=O)O)(F)F.NC1=NN2C(N=CC=C2)=C1C(=O)N[C@@H](C)C=1C=C(C=2N(C1N1CC(S(CC1)(=O)=O)C)C=NC2)Cl 2-amino-N-((1S)-1-(8-chloro-5-(2-methyl-1,1-dioxidothiomorpholino)imidazo[1,5-a]pyridin-6-yl)ethyl)pyrazolo[1,5-a]pyrimidine-3-carboxamide trifluoroacetate salt